NC=1C=C2C=CC(=CC2=CC1)CCC1=CC2=CC=C(C=C2C=C1)N 1,2-Bis(6-amino-2-naphthyl)ethane